(Z)-2-methoxy-5-styrylbenzoic acid COC1=C(C(=O)O)C=C(C=C1)\C=C/C1=CC=CC=C1